dipropylene Glycol methylpropyl ether CC(CC)OC(C)COC(C)CO